1-(6-((4-(1-(4-(6-hydroxy-2-phenyl-1,2,3,4-tetrahydronaphthalen-1-yl)phenyl)piperidin-4-yl)piperazin-1-yl)methyl)pyridin-3-yl)dihydropyrimidine-2,4(1H,3H)-dione OC=1C=C2CCC(C(C2=CC1)C1=CC=C(C=C1)N1CCC(CC1)N1CCN(CC1)CC1=CC=C(C=N1)N1C(NC(CC1)=O)=O)C1=CC=CC=C1